C(C)(C)(C)OC(=O)N1[C@H](C[C@@H](C1)CC1=CC=2C(=NSN2)C=C1)C(N[C@H](C(=O)NCC=1C(=NC(=CC1)N)C)C)=O (2R,4S)-2-(((S)-1-(((6-amino-2-methylpyridin-3-yl)methyl)amino)-1-oxopropan-2-yl)carbamoyl)-4-(benzo[c][1,2,5]thiadiazol-5-ylmethyl)pyrrolidine-1-carboxylic acid tert-butyl ester